C1(CCC(N1OC(CCC=1C=[N+]2[B-](N3C(=CC=C3C=C2C1)C=1NC=CC1)(F)F)=O)=O)=O 3-[2,2-difluoro-12-(1H-pyrrol-2-yl)-1-aza-3-azonia-2-boranuidatricyclo[7.3.0.03,7]dodeca-3,5,7,9,11-pentaen-5-yl]propionic acid succinimido ester